5-((S)-1-(((S)-tert-butylsulfinyl)amino-1-(4-fluorophenyl)ethyl)pyrimidin-2-yl)piperazine-1-carboxylate C(C)(C)(C)[S@](=O)NCC(C1=CC=C(C=C1)F)N1[C@@H](N=CC=C1)C1NCCN(C1)C(=O)[O-]